[Sn].CNC (dimethyl-amine) tin